ClC=1C=NC(=NC1)N1CCC(CC1)CCCOC1=CC(=C(C=C1)CC(=O)N1CCC2(CCN2C[C@@H]([C@H]([C@@H]([C@@H](CO)O)O)O)O)CC1)F 2-(4-(3-(1-(5-chloropyrimidin-2-yl)piperidin-4-yl)propoxy)-2-fluorophenyl)-1-(1-((2S,3R,4R,5R)-2,3,4,5,6-pentahydroxyhexyl)-1,7-diazaspiro[3.5]nonan-7-yl)ethan-1-one